C12C3C4=CC=CC=C4CC3C(C=C1)C2 tetracyclo[9.2.1.02,10.03,8]tetradecane-3,5,7,12-tetraene